2,5-di-tertiary butylphenol C(C)(C)(C)C1=C(C=C(C=C1)C(C)(C)C)O